N'-((R)-2-(benzyloxy)-2-(trifluoromethyl)hex-5-enoyl)-3-nitro-6-(((R)-pent-4-en-2-yl)oxy)-5-(trifluoromethyl)pyridinehydrazide C(C1=CC=CC=C1)O[C@@](C(=O)NNC(=O)C1=NC(=C(C=C1[N+](=O)[O-])C(F)(F)F)O[C@H](C)CC=C)(CCC=C)C(F)(F)F